CNC(=O)CN1CCC(CC1)NC(=O)C1=CC(=CC=2N(C=NC21)CC(F)(F)F)C#CCNC=2C(OC)=CC=C(C2)S(=O)(=O)C N-{1-[(N-methylcarbamoyl)methyl]-4-piperidyl}-6-[3-(4-mesyl-2-anisidino)-1-propynyl]-1-(2,2,2-trifluoroethyl)-1H-benzo[d]imidazole-4-carboxamide